4-(1-(1H-1,2,4-triazole-1-carbonyl)-1,6-diazaspiro[3.4]octan-6-yl)-5-fluoro-2,3-dimethyl-1H-indole-7-carboxamide N1(N=CN=C1)C(=O)N1CCC12CN(CC2)C2=C1C(=C(NC1=C(C=C2F)C(=O)N)C)C